CN1C(C2=C(C(=C1)C1=C(OC=3C=C(OCCOC4CCN(CC4)C4=CC=C(C(=O)OC(C)(C)C)C=C4)C=CC3)C=CC(=C1)[N+](=O)[O-])C=CN2)=O tert-butyl 4-[4-[2-[3-[2-(6-methyl-7-oxo-1H-pyrrolo[2,3-c]pyridin-4-yl)-4-nitro-phenoxy]phenoxy]ethoxy]-1-piperidyl]benzoate